C(C=C)(=O)N1C[C@H](CCC1)C(=O)NC1=CC=C(C=C1)NC(=O)C=1N=C(SC1)C1=CC=NN1 (S)-N-(4-(1-acryloylpiperidine-3-carboxamido)phenyl)-2-(1H-pyrazol-5-yl)thiazole-4-carboxamide